1-(4-cyanophenyl)-5-(4-(trifluoromethyl)phenyl)piperidine-2-carboxylic acid methyl ester COC(=O)C1N(CC(CC1)C1=CC=C(C=C1)C(F)(F)F)C1=CC=C(C=C1)C#N